1-(4-((4-Ethylpiperazin-1-yl)methyl)-3-(trifluoromethyl)phenyl)-3-(5-(2-(methylamino)pyrimidin-4-yl)thiazol-2-yl)urea C(C)N1CCN(CC1)CC1=C(C=C(C=C1)NC(=O)NC=1SC(=CN1)C1=NC(=NC=C1)NC)C(F)(F)F